FC1=CC=C(C=C1)C(C)C1=C(N=C(N=N1)C)NCCN1CCCC1 6-(1-(4-fluorophenyl)ethyl)-3-methyl-N-(2-(pyrrolidin-1-yl)ethyl)-1,2,4-triazin-5-amine